2-((2-(4H-1,2,4-triazol-4-yl)ethyl)(methyl)amino)-6-chloro-4-ethylpyridine-3,5-dicarbonitrile N=1N=CN(C1)CCN(C1=NC(=C(C(=C1C#N)CC)C#N)Cl)C